2-(Hex-5-en-1-yl)cyclopentan-1-one C(CCCC=C)C1C(CCC1)=O